C1=C(C=CC2=CC=CC=C12)C=1C2=CC=CC=C2C(=C2C=CC(=CC12)B(O)O)C1=CC2=CC=CC=C2C=C1 (9,10-di(naphthalen-2-yl)anthracen-2-yl)boronic acid